FC1=CC=C2C(N3C(=NC2=C1)C(C1=CC=CC=C13)(C)C)=O 3-fluoro-6,6-dimethyl-6,12-dihydroindolo[2,1-b]quinazolin-12-one